[2-(bis-(ethoxy-L-alanyl)-phosphonomethoxy)ethyl]guanine C(C)ON[C@@H](C)C(=O)C(OCCNC=1NC(C=2NC=NC2N1)=O)(P(=O)(O)O)C([C@@H](NOCC)C)=O